ethyl 2-(4-(tert-butoxycarbonyl)-3,3-dimethylpiperazin-1-yl)thiazole-4-carboxylate C(C)(C)(C)OC(=O)N1C(CN(CC1)C=1SC=C(N1)C(=O)OCC)(C)C